2-Chloro-8-fluoro-N-(4-nitrophenethyl)chinolin-4-amin ClC1=NC2=C(C=CC=C2C(=C1)NCCC1=CC=C(C=C1)[N+](=O)[O-])F